FC1=CC=C(C=C1)N1N=C(C=C1C(F)(F)F)C(=O)O 1-(4-fluorophenyl)-5-(trifluoromethyl)-1H-pyrazole-3-carboxylic acid